N-(5-(2-bromoethoxy)-2-(((cis)-3-hydroxy-3-methylcyclobutyl)amino)-3-(trifluoromethyl)phenyl)-2,2-difluoroacetamide BrCCOC=1C=C(C(=C(C1)NC(C(F)F)=O)NC1CC(C1)(C)O)C(F)(F)F